propyl-pyridine tetrafluoroborate F[B-](F)(F)F.C(CC)C1=NC=CC=C1